4-(2-fluoro-3-methoxycarbonyl-phenyl)-3,6-dihydro-2H-pyridine-1-carboxylic acid tert-butyl ester C(C)(C)(C)OC(=O)N1CCC(=CC1)C1=C(C(=CC=C1)C(=O)OC)F